N-(bis(2,6-dimethoxyphenyl)phosphanyl)benzamide COC1=C(C(=CC=C1)OC)P(NC(C1=CC=CC=C1)=O)C1=C(C=CC=C1OC)OC